(2-((3-chloro-2-fluorobenzyl)amino)-2-oxoethyl)-1H-indazole-3-carboxamide ClC=1C(=C(CNC(CN2N=C(C3=CC=CC=C23)C(=O)N)=O)C=CC1)F